[OH-].[Al+3].C(C)(C)(C)C1=CC=C(C(=O)O)C=C1.C(C)(C)(C)C1=CC=C(C(=O)O)C=C1.[OH-].[OH-] bis-(4-tert-butyl-benzoic acid) aluminum hydroxide